(R)-2,2,2-Trifluoro-N-methyl-1-(5-(pyridin-4-ylmethyl)-1H-imidazol-2-yl)ethan-1-amine FC([C@H](NC)C=1NC(=CN1)CC1=CC=NC=C1)(F)F